CN(C1=NC=C(C=N1)COC1=CC=C(C=C1)C=1C=C(C(NC1C(F)(F)F)=O)C(=O)N)C 5-(4-((2-(dimethylamino)pyrimidin-5-yl)methoxy)phenyl)-2-oxo-6-(trifluoromethyl)-1,2-dihydropyridine-3-carboxamide